4-(3-chlorophenyl)-2-phenyl-6-(1-phenyldibenzo[b,d]furan-4-yl)pyrimidine ClC=1C=C(C=CC1)C1=NC(=NC(=C1)C1=CC=C(C2=C1OC1=C2C=CC=C1)C1=CC=CC=C1)C1=CC=CC=C1